7-bromo-N-(3-morpholinopropyl)-3-(pyridin-3-ylmethyl)-5H-pyrido[4,3-b]Indole-1-amine BrC=1C=CC=2C3=C(NC2C1)C=C(N=C3NCCCN3CCOCC3)CC=3C=NC=CC3